4-(bromomethyl)-3-iodobenzoic acid BrCC1=C(C=C(C(=O)O)C=C1)I